FC(C1=C(C=CC(=N1)C1=CC(=NC=C1)NC(OC)=O)F)F Methyl (6-(difluoromethyl)-5-fluoro-[2,4'-bipyridin]-2'-yl)carbamate